C1(CCCC1)C=[Si]=[Hf](C1C(=CC2=C(C=CC=C12)C1CC1)CC)C1C(=CC2=C(C=CC=C12)C1CC1)CC cyclopentylmethylene-silylene-bis(2-ethyl-4-cyclopropylinden-1-yl)hafnium